diphenylphosphine chloride aluminum trichloride [Al](Cl)(Cl)Cl.[Cl-].C1(=CC=CC=C1)PC1=CC=CC=C1